cis-(1RS,2SR)-2-nonylcyclopropane-1-carboxylic acid C(CCCCCCCC)[C@@H]1[C@@H](C1)C(=O)O |r|